tert-butyl 2,5-dihydropyrrole-1-carboxylate N1(CC=CC1)C(=O)OC(C)(C)C